1-[4-(cyanomethyl)-1-[(3-cyanophenyl)methyl]-4-piperidyl]-3-(cyclopropanecarbonylamino)pyrazole-4-carboxamide C(#N)CC1(CCN(CC1)CC1=CC(=CC=C1)C#N)N1N=C(C(=C1)C(=O)N)NC(=O)C1CC1